C1CCCCCCCCCCCC(CC1)=O 13-cyclopentadecanone